tert-butyl 4-((4-((1-(3-chlorophenyl)-2-methoxy-2-oxoethyl)amino)-7-methoxy quinazolin-6-yl)oxy)piperidine-1-carboxylate ClC=1C=C(C=CC1)C(C(=O)OC)NC1=NC=NC2=CC(=C(C=C12)OC1CCN(CC1)C(=O)OC(C)(C)C)OC